ClC1=C(C(=O)O)C=CC=C1C1=C(N=C(N1)C1=NC=C(C=C1)F)Cl 2-Chloro-3-(4-chloro-2-(5-fluoropyridin-2-yl)-1H-imidazol-5-yl)benzoic acid